tert-butyl (S)-3-((2-bromo-5-fluoro-4-(N-(4-methoxybenzyl)-N-(thiazol-4-yl)sulfamoyl)phenyl)(methyl)amino)pyrrolidine-1-carboxylate BrC1=C(C=C(C(=C1)S(N(C=1N=CSC1)CC1=CC=C(C=C1)OC)(=O)=O)F)N([C@@H]1CN(CC1)C(=O)OC(C)(C)C)C